S1C(=NC2=C1C=CC=C2)[C@H]2N(C[C@@H](C2)O)C([C@H](C(C)C)N2N=NC(=C2)C=2SC(=CC2)Cl)=O (S)-1-((2S,4R)-2-(benzo[d]thiazol-2-yl)-4-hydroxypyrrolidin-1-yl)-2-(4-(5-chlorothiophen-2-yl)-1H-1,2,3-triazol-1-yl)-3-methylbutan-1-one